Cl.BrC1=NC=C(C=C1)C1(CCNCC1)OCC 2-Bromo-5-(4-ethoxypiperidin-4-yl)pyridine hydrochloride